C(C)OC(C1=CC=C(C=C1)C#CC(=C)C)=O 4-(3-Methylbut-3-en-1-yn-1-yl)benzoic acid ethyl ester